4-methylcyclohex-4-ene-1,2-dicarboxylic acid, anhydride CC=1CC2C(CC1)C(=O)OC2=O